tert-butyl (R)-3-((S)-1-(tert-butoxy)-3-(5-formylbenzo[b]thiophen-2-yl)-1-oxopropane-2-yl)pyrrolidine-1-carboxylate C(C)(C)(C)OC([C@@H](CC1=CC2=C(S1)C=CC(=C2)C=O)[C@@H]2CN(CC2)C(=O)OC(C)(C)C)=O